3-(OXOLAN-3-YLMETHOXY)PROPANAL O1CC(CC1)COCCC=O